CC(C)C(C#CCCOC1OCCCC1)=O 2-methyl-7-((tetrahydro-2H-pyran-2-yl)oxy)hept-4-yn-3-one